(S)-2-((S)-2-Acetamido-3-(1-methyl-1H-imidazol-5-yl)propanamido)-5,5-dimethylhexanoic acid C(C)(=O)N[C@H](C(=O)N[C@H](C(=O)O)CCC(C)(C)C)CC1=CN=CN1C